C(CCCCC(=O)[O-])(=O)[O-] n-hexane-1,6-dioate